N-[6-(2-chloro-5-fluorophenyl)-3-[cyclopropyl-(hydroxy)methyl]-2-methyl-8-oxo-7,8-dihydro-6H-pyrrolo[4,3-g]indazol-5-yl]-3-fluoro-5-(trifluoromethyl)benzamide ClC1=C(C=C(C=C1)F)C1NC(C2=C1C(=CC1=C(N(N=C21)C)C(O)C2CC2)NC(C2=CC(=CC(=C2)C(F)(F)F)F)=O)=O